FC1=CC=2C(C3=CC=CC=C3C2C(=C1)C=1C=NN(C1)C(C(=O)NNC1=NC2=CC=CC=C2N=C1)C)(C(F)(F)F)O 2-(4-(2-fluoro-9-hydroxy-9-(trifluoromethyl)-9H-fluoren-4-yl)-1H-pyrazol-1-yl)-N'-(Quinoxalin-2-yl)propanhydrazide